[Br-].C1(CCCC1)[C@@](C(=O)OC1C[N+](CC1)(C)CC(=O)OCC)(O)C1=CC=CC=C1 (2R,1'S,3'S)-3-(2-Cyclopentyl-2-phenyl-2-hydroxyacetoxy)-1-(ethoxycarbonylmethyl)-1-methylpyrrolidinium bromid